The molecule is an amino disaccharide that is beta-L-fucose in which the hydroxy group at position 3 has been converted into the corresponding 2-acetamido-2-deoxy-beta-D-glucopyranoside. It is an amino disaccharide and a member of acetamides. It derives from a beta-L-fucose and a N-acetyl-beta-D-glucosamine. C[C@H]1[C@H]([C@H]([C@@H]([C@H](O1)O)O)O[C@H]2[C@@H]([C@H]([C@@H]([C@H](O2)CO)O)O)NC(=O)C)O